tris(4-propenyl-phenyl)phosphine C(=CC)C1=CC=C(C=C1)P(C1=CC=C(C=C1)C=CC)C1=CC=C(C=C1)C=CC